C1=NC=C(C2=CC=CC=C12)C1=CC=2C(C3=CC=CC=C3C2C=C1)=O 2-(isoquinolin-4-yl)-9H-fluorene-9-one